1,4,5,8,9,11-hexaazatriphenylenecarbonitrile N1(CC=NC=2C3=NC=CN=C3C3=NC=NC=C3C12)C#N